C(C)(C)(C)OC(=O)N1C(CC(CC1)OC1=CC(=C2C(=N1)C(=CS2)C(NC)=O)C(F)(F)F)(C)C 2,2-dimethyl-4-((3-(methylcarbamoyl)-7-(trifluoromethyl)thieno[3,2-b]pyridin-5-yl)oxy)piperidine-1-carboxylic acid tert-butyl ester